2-((3,5-dicyano-6-(2-(cyclopropylmethyl)-2,9-diazaspiro[5.5]undecan-9-yl)-4-ethylpyridin-2-yl)sulfanyl)-2-phenylacetamide C(#N)C=1C(=NC(=C(C1CC)C#N)N1CCC2(CCCN(C2)CC2CC2)CC1)SC(C(=O)N)C1=CC=CC=C1